ClC1=C(C=C(C=C1)NC(=O)NC1=CC(=C(C=C1)OCCN(C)C)C=1N(N=CC1Cl)C)O 1-(4-Chloro-3-hydroxy-phenyl)-3-[3-(4-chloro-2-methyl-2H-pyrazol-3-yl)-4-(2-dimethylamino-ethoxy)-phenyl]-urea